(R)-N-(5-(5-amino-1H-pyrazol-1-yl)-1,3,4-thiadiazol-2-yl)-4-(2,6-dimethoxyphenyl)-3-((1-hydroxypropan-2-yl)oxy)-2-oxo-2H-pyran-6-carboxamide NC1=CC=NN1C1=NN=C(S1)NC(=O)C1=CC(=C(C(O1)=O)O[C@@H](CO)C)C1=C(C=CC=C1OC)OC